N1CC(C1)C(=O)NC1CCC2C1N(C=1C(=CC(=CC21)C(=O)NC2=CC=C(C=C2)OC(F)(F)Cl)Br)C(C)C 3-(azetidine-3-carboxamido)-5-bromo-N-(4-(chlorodifluoromethoxy)phenyl)-4-isopropyl-1,2,3,3a,4,8b-hexahydrocyclopenta[b]indole-7-carboxamide